3-methyl-N-(1,6-naphthyridin-8-yl)pyridine-2-sulfonamide CC=1C(=NC=CC1)S(=O)(=O)NC=1C=NC=C2C=CC=NC12